C(C)(=O)N1[C@H]([C@@H]([C@H](C2=CC(=CC=C12)C#N)NC1=CC=C(C=C1)Cl)C)C1CC1 (2S,3R,4R)-1-acetyl-4-((4-chlorophenyl)amino)-2-cyclopropyl-3-methyl-1,2,3,4-tetrahydroquinoline-6-carbonitrile